3-((2-chloropyridin-4-yl)oxy)-2-methyl-6-nitropyridine ClC1=NC=CC(=C1)OC=1C(=NC(=CC1)[N+](=O)[O-])C